CN[C@H](COCCC(=O)[O-])C (S)-3-(2-(methylamino)propoxy)propionate